NC1=C2C(=C(C=3C(N(C(C13)=O)CCCOC)=O)N)C(C1=CC=CC=C1C2=O)=O 4,11-diamino-2-(3-methoxypropyl)-1H-naphtho[2,3-F]isoindole-1,3,5,10(2H)-tetrone